ethyl rac-(E)-4-oxo-4-[[trans-(7RS,9RS)-3-cyclopropyl-5-(2-methylpropylsulfamoyl)-7-(pyridine-3-carbonylamino)-8,9-dihydro-7H-cyclopenta[h]isoquinolin-9-yl]amino]but-2-enoate O=C(/C=C/C(=O)OCC)N[C@@H]1C[C@H](C2=CC(=C3C=C(N=CC3=C21)C2CC2)S(NCC(C)C)(=O)=O)NC(=O)C=2C=NC=CC2 |r|